2-(3'-(5-(N-ethyl-N-methylglycyl)-5,6-dihydro-4H-pyrrolo[3,4-d]oxazol-2-yl)-2,2'-dimethyl-[1,1'-biphenyl]-3-yl)-5-(hydroxymethyl)benzo[d]oxazole-7-carbonitrile C(C)N(CC(=O)N1CC=2N=C(OC2C1)C=1C(=C(C=CC1)C1=C(C(=CC=C1)C=1OC2=C(N1)C=C(C=C2C#N)CO)C)C)C